OC1=C(C=C2C(=N1)OC(C2)(C)C)C(=O)NC2=NC(=CC=C2)C=2C=NN(C2)C 6-Hydroxy-2,2-dimethyl-N-(6-(1-methyl-1H-pyrazol-4-yl)pyridin-2-yl)-2,3-dihydrofuro[2,3-b]pyridine-5-carboxamide